N-(3-chlorophenyl)-1-methyl-9-(1-methyl-1H-pyrazol-4-yl)-6,7-dihydro-5H-benzo[c][1,2,3]triazolo[1,5-a]azepin-7-amine ClC=1C=C(C=CC1)NC1C2=C(C=3N(CC1)N=NC3C)C=CC(=C2)C=2C=NN(C2)C